N1=C(C=CC=C1)C1C(N=NNC1=S(=O)=O)=S(=O)=O pyridylbis(sulfonyl)triazine